titanium-potassium-calcium-silicon [Si].[Ca].[K].[Ti]